2,2'-azobisamidinopropane dihydrochloride CC(C)(C(=N)N)N=NC(C)(C)C(=N)N.Cl